5-[(2-amino-3-fluoropyridin-4-yl)methyl]-2-(2-fluoro-4-iodoanilino)-1-methyl-6-oxopyridine-3-carboxamide NC1=NC=CC(=C1F)CC1=CC(=C(N(C1=O)C)NC1=C(C=C(C=C1)I)F)C(=O)N